BrC=1C=C(C=2N(C1)N=CC2C#N)C=2C=NC(=CC2)N2CCN(CC2)CC=2C=NC(=CC2)OC 6-bromo-4-(6-(4-((6-methoxypyridin-3-yl)methyl)piperazin-1-yl)pyridin-3-yl)pyrazolo[1,5-a]Pyridine-3-carbonitrile